IC1=CC(CC1)O 3-iodocyclopent-2-en-1-ol